ClC1=C(C=CC(=C1Cl)F)N1[C@@H](CN(CC1)CC[C@@H]1CC[C@H](CC1)N)C trans-4-(2-((R)-4-(2,3-dichloro-4-fluorophenyl)-3-methylpiperazin-1-yl)ethyl)cyclohexane-1-amine